N-[2-[(7-fluoro-2-formyl-2,3-dihydro-1H-inden-5-yl)oxy]propyl]carbamic acid tert-butyl ester C(C)(C)(C)OC(NCC(C)OC=1C=C2CC(CC2=C(C1)F)C=O)=O